N'-(2-hydroxy-phenylmethylene)-o-phenylenediamine OC1=C(C=CC=C1)C=NC1=C(C=CC=C1)N